COC1=C(C=C2C(=N1)C(CC1(O2)CCCC1)=O)OCCCOC 6'-Methoxy-7'-(3-methoxypropoxy)spiro[cyclopentane-1,2'-pyrano[3,2-b]pyridin]-4'(3'H)-one